NC(C)C=1C=C(C=C2C(N(C(=NC12)N1CCOCC1)CC(F)(F)F)=O)Cl 8-(1-aminoethyl)-6-chloro-2-morpholino-3-(2,2,2-trifluoroethyl)quinazolin-4(3H)-one